tert-butyl 4-[4-[5-methyl-1-[4-(trifluoromethoxy)phenyl]pyrazol-3-yl]piperazin-1-yl]piperidine-1-carboxylate CC1=CC(=NN1C1=CC=C(C=C1)OC(F)(F)F)N1CCN(CC1)C1CCN(CC1)C(=O)OC(C)(C)C